(2-(quinolin-7-yl)ethyl)-2,3,4,9-tetrahydro-1H-carbazol-1-amine N1=CC=CC2=CC=C(C=C12)CCC1(CCCC=2C3=CC=CC=C3NC12)N